5-methyl-1-(pyridazin-4-yl)-1H-pyrazole-3-carboxylic acid CC1=CC(=NN1C1=CN=NC=C1)C(=O)O